1-[4-(2-hydroxyethoxy)-phenyl]-2-hydroxymethylpropanol OCCOC1=CC=C(C=C1)C(C(C)CO)O